O1COC2=C1C=CC(=C2)/C=C/[C@@H]2CN(CC[C@H]2C2=CC=C(C=C2)F)C(=O)OC(C)(C)C tert-butyl (3S,4R)-3-((E)-2-(benzo[d][1,3]dioxol-5-yl)vinyl)-4-(4-fluorophenyl)piperidine-1-carboxylate